OCC1=C(C=C(N=N1)NC(OC(C)(C)C)=O)OC tert-butyl (6-(hydroxymethyl)-5-methoxypyridazin-3-yl)carbamate